2-Phenyl-4-(3,4-dichlorophenyl)-5-methylimidazole C1(=CC=CC=C1)C=1NC(=C(N1)C1=CC(=C(C=C1)Cl)Cl)C